3-bromo-1,8-naphthalimide C1=CC2=CC(=CC3=C2C(=C1)C(=O)NC3=O)Br